N-(4-(4-chloro-3-cyano-5-iodopyridin-2-yl)benzyl)-5-fluoro-2-methoxybenzamide ClC1=C(C(=NC=C1I)C1=CC=C(CNC(C2=C(C=CC(=C2)F)OC)=O)C=C1)C#N